S-[(9Z,12Z)-octadeca-9,12-dien-1-yl] ethanethioate C(C)(SCCCCCCCC\C=C/C\C=C/CCCCC)=O